1-methyl-4-(phenyldiazenyl)-3-(tetrahydro-2H-pyran-4-yl)-1H-pyrazole-5-carboxylic acid ethyl ester C(C)OC(=O)C1=C(C(=NN1C)C1CCOCC1)N=NC1=CC=CC=C1